13Z-Docosenamide CCCCCCCC/C=C\CCCCCCCCCCCC(=O)N